ClC1=C(SC(=C1)C1=NC=NC(=C1)NCCN1C(=CC2=C(C=C(C=C12)Cl)Cl)C)C(=O)O 3-Chloro-5-{6-[2-(4,6-dichloro-2-methyl-indol-1-yl)-ethylamino]-pyrimidin-4-yl}-thiophene-2-carboxylic acid